(S,E)-N-(4'-(1-((5-cyclopropyl-1H-pyrazol-3-yl)amino)-1-oxopropan-2-yl)-[1,1'-biphenyl]-4-yl)-4-morpholinobut-2-enamide C1(CC1)C1=CC(=NN1)NC([C@@H](C)C1=CC=C(C=C1)C1=CC=C(C=C1)NC(\C=C\CN1CCOCC1)=O)=O